OCC1(CCN(CC1)C=1C=CC(=NC1C)C1C(NC(CC1)=O)=O)N1CCNCC1 3-(5-(4-(hydroxymethyl)-4-(piperazin-1-yl)piperidin-1-yl)-6-methylpyridin-2-yl)piperidine-2,6-dione